N-[4-(diethoxyphosphorylmethyl)-5-methoxy-2-pyridinyl]Methanesulfonamide C(C)OP(=O)(OCC)CC1=CC(=NC=C1OC)NS(=O)(=O)C